C1=CC=CC=2C3=CC=CC=C3N(C12)C1=NC(=C(C(=C1N1C2=CC=C(C=C2C=2C=C(C=CC12)C)C)C1=CC(=NC(=C1)C1=CC=CC=C1)C1=CC=CC=C1)N1C2=CC=C(C=C2C=2C=C(C=CC12)C)C)N1C2=CC=CC=C2C=2C=CC=CC12 9,9'-(2,6-di(9H-carbazol-9-yl)-2',6'-diphenyl-[4,4'-bipyridine]-3,5-diyl)bis(3,6-dimethyl-9H-carbazole)